C(CCCCCCC=CCC=CCC=CCC=CCC)(=O)O eicosa-8,11,14,17-tetraenoic acid